6-[5-[2-[[5-[(1-aminocyclopropyl)methoxy]-4,7-difluoro-2,3-dihydro-1H-inden-2-yl]methylamino]ethyl]-2-oxo-1,3-oxazolidin-3-yl]-4H-pyrazino[2,3-b][1,4]oxazin-3-one NC1(CC1)COC=1C(=C2CC(CC2=C(C1)F)CNCCC1CN(C(O1)=O)C1=NC2=C(OCC(N2)=O)N=C1)F